OB1OCC2=C1C=CC=C2 1-hydroxy-1,3-dihydrobenzo[c][1,2]oxaborole